N1(C=NC=C1)CCC(CCN1C=NC=C1)=NO 2-(1H-imidazole-1-yl)-1-ethyl ketone oxime